(-)-1-[(3S*,4R*)-1-(cyclopropylmethyl)-4-(6-fluoro-2,3-dihydrobenzofuran-5-yl)-2-oxopyrrolidin-3-yl]-3-(4-fluorophenyl)urea C1(CC1)CN1C([C@H]([C@@H](C1)C=1C(=CC2=C(CCO2)C1)F)NC(=O)NC1=CC=C(C=C1)F)=O |o1:6,7|